3-(5-(4-ethoxybenzyl)-2-oxobenzo[cd]indol-1(2H)-yl)piperidine-2,6-dione C(C)OC1=CC=C(CC=2C=CC=3C(N(C4=CC=CC2C34)C3C(NC(CC3)=O)=O)=O)C=C1